O1C(C(N(C(C1([2H])[2H])([2H])[2H])C(CC1=CN(C2=CC=CC=C12)C(=O)OC(C)(C)C)=O)([2H])[2H])([2H])[2H] tert-Butyl 3-(2-(morpholino-d8)-2-oxoethyl)-1H-indole-1-carboxylate